C(C)(C)N1C[C@@H](CCC1)N1C(NC2=C1C=C(C(=C2)C=2C=C(C=1N(C2)N=CN1)C)C)=O (R)-1-(1-isopropylpiperidin-3-yl)-6-methyl-5-(8-methyl-[1,2,4]triazolo[1,5-a]pyridin-6-yl)-1,3-dihydro-2H-benzo[d]imidazol-2-one